6-(((3-chloro-4-fluorophenyl)(5-methyl-4-(S-methylsulfonimidoyl)-1H-imidazol-2-yl)methyl)amino)-3-fluoropicolinonitrile ClC=1C=C(C=CC1F)C(C=1NC(=C(N1)S(=O)(=N)C)C)NC1=CC=C(C(=N1)C#N)F